NC=1C=C(C(=C(C1)C(C)C1=C2C(=NN=C(C2=CC(=C1)N1CCOCC1)N)C)C)C(F)(F)F (1-(5-amino-2-methyl-3-(trifluoromethyl)phenyl)ethyl)-4-methyl-7-morpholinophthalazin-1-amine